BrC1=CC=C(C=C1)N1CCC(CC1)CCN1CCC(CC1)C1=CC(=C(C=C1)C1C(NC(CC1)=O)=O)F 3-[4-(1-[2-[1-(4-bromophenyl)piperidin-4-yl]ethyl]piperidin-4-yl)-2-fluorophenyl]piperidine-2,6-dione